3-((3-bromo-5-hydroxybenzyl)amino)-1-chloro-4-oxo-4,6,7,8-tetrahydropyrrolo[1,2-a]pyrazine-6-carboxylate BrC=1C=C(CNC2=NC(=C3N(C2=O)C(CC3)C(=O)[O-])Cl)C=C(C1)O